3-ethynyl-4-methyl-N-(4-((4-methylpiperazin-1-yl)methyl)phenyl)benzamide C(#C)C=1C=C(C(=O)NC2=CC=C(C=C2)CN2CCN(CC2)C)C=CC1C